trimethylsulfonium C[S+](C)C